C1(CCC1)CN1C(N(CC12CCC(CC2)(C2=CC=CC=C2)N(C)C)CC(C(=O)O)(C)C)=O 3-[1-(cyclobutyl-methyl)-8-dimethylamino-2-oxo-8-phenyl-1,3-diazaspiro[4.5]decan-3-yl]-2,2-dimethyl-propionic acid